2-(2-{cyclooctyl-[(3-methylisoxazole-4-carbonyl)amino]methyl}-4-fluoro-1H-benzoimidazol-5-yl)piperidine-1-carboxylic acid tert-butyl ester C(C)(C)(C)OC(=O)N1C(CCCC1)C1=C(C2=C(NC(=N2)C(NC(=O)C=2C(=NOC2)C)C2CCCCCCC2)C=C1)F